3-[[4-hydroxy-1-[(3R,4R)-1-(4-methyl-2-pyrimidin-5-yl-thiazole-5-carbonyl)-3-phenyl-piperidine-4-carbonyl]-4-piperidinyl]methyl]thieno[2,3-d]pyrimidin-4-one OC1(CCN(CC1)C(=O)[C@H]1[C@@H](CN(CC1)C(=O)C1=C(N=C(S1)C=1C=NC=NC1)C)C1=CC=CC=C1)CN1C=NC2=C(C1=O)C=CS2